1,2,3,4-tetrahydro-2-methyl-7-isoquinolin-amine CN1CC2=CC(=CC=C2CC1)N